COC(=O)C1=CC(=CN1C)C(=O)O 5-methoxycarbonyl-1-methyl-pyrrole-3-carboxylic acid